1-(3,5-dichlorophenyl)-5,5-difluoro-3-(trifluoromethyl)-4,5,6,7-tetrahydro-1H-indol-4-ol ClC=1C=C(C=C(C1)Cl)N1C=C(C=2C(C(CCC12)(F)F)O)C(F)(F)F